7-toluenesulfonyl-7H-pyrrolo[2,3-d]pyrimidine C(C1=CC=CC=C1)S(=O)(=O)N1C=CC2=C1N=CN=C2